1-((2-((4-(4-chloro-3-((4-chloro-2-fluorobenzyl)oxy)phenyl)piperazin-1-yl)methyl)-5-(5-(trifluoromethyl)-1,2,4-oxadiazol-3-yl)pyridin-3-yl)methyl)cyclopropane-1-carbonitrile ClC1=C(C=C(C=C1)N1CCN(CC1)CC1=NC=C(C=C1CC1(CC1)C#N)C1=NOC(=N1)C(F)(F)F)OCC1=C(C=C(C=C1)Cl)F